ClC1=CC=C(CCC2=NOC(=N2)CC(C(=O)OC(C)(C)C)P(=O)(OCC)OCC)C=C1 tert-butyl 3-(3-(4-chlorophenethyl)-1,2,4-oxadiazol-5-yl)-2-(diethoxyphosphoryl)propanoate